ClC(N1CN(CN(C1)C1=CC=C(C=C1)OC)C(Cl)(Cl)Cl)(Cl)Cl 1,3-bis(trichloromethyl)-5-(4'-methoxyphenyl)-s-triazine